4-(3-fluorophenyl)-1-(5-(isopropylthio)-4-phenylthiazol-2-yl)-3-methyl-1H-pyrazole-5-carboxylic acid FC=1C=C(C=CC1)C=1C(=NN(C1C(=O)O)C=1SC(=C(N1)C1=CC=CC=C1)SC(C)C)C